2-[4-(hydroxymethyl)cyclohexyl]-6-methoxy-5-nitro-isoindolin-1-one OCC1CCC(CC1)N1C(C2=CC(=C(C=C2C1)[N+](=O)[O-])OC)=O